C1(CC1)C=1SC2=C(N1)CCC(C2NC2COO2)(C)C 2-((2-cyclopropyl-6,6-dimethyl-4,5,6,7-tetrahydrobenzo[d]thiazol-7-yl)amino)-3,4-dioxetane